C(#N)N1CC(CC1)CC(=O)NC1=NC=C(C=C1)C1=CC=CC=C1 2-(1-cyanopyrrolidin-3-yl)-N-(5-phenylpyridin-2-yl)acetamide